2-(3,5-Dichloro-4-((2-(4-bromophenyl)-4-methylquinolin-6-yl)oxy)phenyl)-3,5-dioxo-2,3,4,5-tetrahydro-1,2,4-triazine-6-carbonitrile ClC=1C=C(C=C(C1OC=1C=C2C(=CC(=NC2=CC1)C1=CC=C(C=C1)Br)C)Cl)N1N=C(C(NC1=O)=O)C#N